2-bromo-6-(7-chloro-5-(trifluoromethyl)-2,3-dihydrobenzofuran-2-yl)pyridine methyl-2-isopropyl-3-{[(2,2,2-trichloroacetyl)carbamoyl]amino}imidazole-4-carboxylate COC(=O)C=1N(C(=NC1)C(C)C)NC(NC(C(Cl)(Cl)Cl)=O)=O.BrC1=NC(=CC=C1)C1OC2=C(C1)C=C(C=C2Cl)C(F)(F)F